(3R)-3-(4-Chlorophenyl)-2-[(4-chlorophenyl)methyl]-3-({1-[hydroxy(2H2)methyl]cyclopropyl}(2H2)methoxy)-6-(2-hydroxypropan-2-yl)-2,3-dihydro-1H-isoindol-1-on ClC1=CC=C(C=C1)[C@@]1(N(C(C2=CC(=CC=C12)C(C)(C)O)=O)CC1=CC=C(C=C1)Cl)OC([2H])([2H])C1(CC1)C([2H])([2H])O